C1(CC1)C=1C=CC(=NC1)C1=CC=C(C=C1)CO [4-(5-Cyclopropyl-2-pyridinyl)phenyl]methanol